N-[(E)-(1-hydroxy-3H-2,1-benzoxazolylpentan-5-yl)methyleneamino]-N,7-dimethyl-thieno[3,2-d]Pyrimidin-4-amine ON1OC(C2=C1C=CC=C2)C(CCCC)\C=N\N(C=2C1=C(N=CN2)C(=CS1)C)C